3-(2,2,2-trifluoro-1-hydroxy-ethyl)benzenesulfonamide FC(C(O)C=1C=C(C=CC1)S(=O)(=O)N)(F)F